CC1=CC(=C(C=C1)N=NC2=C3C=CC(=CC3=CC(=C2O)S(=O)(=O)[O-])S(=O)(=O)[O-])C.[Na+].[Na+] The molecule is an organic sodium salt that is the disodium salt of 4-[(2,4-dimethylphenyl)diazenyl]-3-hydroxynaphthalene-2,7-disulfonic acid. Its use is largely confined to Masson's trichrome, where it gives a slight orange shading to the red of the cytoplasmic structures. It has a role as a histological dye, a cardiotoxic agent and a carcinogenic agent. It contains a 4-[(2,4-dimethylphenyl)diazenyl]-3-hydroxynaphthalene-2,7-disulfonate.